bromo-[1,1'-biphenyl]-2,4,6-Trinitrile BrC1=C(C(=C(C=C1C#N)C#N)C1=CC=CC=C1)C#N